N2-(tert-Butoxycarbonyl)-N6-oleoyl-L-lysine C(C)(C)(C)OC(=O)N[C@@H](CCCCNC(CCCCCCC\C=C/CCCCCCCC)=O)C(=O)O